1'-(4,8-dimethoxy-2-naphthoyl)-7-iodospiro[isochroman-3,4'-piperidin]-1-one COC1=CC(=CC2=C(C=CC=C12)OC)C(=O)N1CCC2(CC1)OC(C1=CC(=CC=C1C2)I)=O